2-[[1-(1,6-dimethylpyrazolo[3,4-d]pyrimidin-4-yl)azetidin-3-yl]methyl]-6-(3,5-dimethylpyrazol-1-yl)pyridazin-3-one CN1N=CC=2C1=NC(=NC2N2CC(C2)CN2N=C(C=CC2=O)N2N=C(C=C2C)C)C